4-((3S,5S)-5-hydroxytetrahydro-2H-pyran-3-ylamino)-2-((1r,4S)-4-methoxycyclohexylamino)pyrimidine-5-carboxamide O[C@H]1C[C@@H](COC1)NC1=NC(=NC=C1C(=O)N)NC1CCC(CC1)OC